2-methyl-1,4-oxazepane CC1OCCCNC1